6-(2-(3-(tert-butyl)phenyl)-2-hydroxyacetyl)-2-(1-(3-isopropylphenyl)cyclopropyl)-3,5,6,7,8,9-hexahydro-4H-pyrimido[5,4-c]azepin-4-one C(C)(C)(C)C=1C=C(C=CC1)C(C(=O)N1CC2=C(CCC1)N=C(NC2=O)C2(CC2)C2=CC(=CC=C2)C(C)C)O